CCCC(=O)NC1=CC(=C(C=C1)OCC(C[NH2+]C(C)C)O)C(=O)C The molecule is an ammonium ion that results from the protonation of the amine nitrogen of acebutolol. It is a conjugate acid of an acebutolol.